N1N=CC2=CC(=CC=C12)O Indazol-5-ol